piperidin-1-yl-propan-1-one N1(CCCCC1)C(CC)=O